O1C(OCC1)C1=C(C=NC(=C1)OC)OCC=1N=C2N(C=CC=C2C(=O)NC)C1 2-((4-(1,3-dioxolan-2-yl)-6-methoxypyridin-3-yloxy)methyl)-N-methylimidazo[1,2-a]pyridine-8-carboxamide